tert-Butyl (3-(3,5-bis(hydroxymethyl)phenoxy)propoxy)carbamate OCC=1C=C(OCCCONC(OC(C)(C)C)=O)C=C(C1)CO